3-(4-chlorophenyl)-1-[2-(1,1-difluoroethyl)pyrimidin-4-yl]-N-methyl-pyrazolo[4,3-d]pyrimidine-5-carboxamide ClC1=CC=C(C=C1)C1=NN(C2=C1N=C(N=C2)C(=O)NC)C2=NC(=NC=C2)C(C)(F)F